2-(3-{3-[(propan-2-yl)amino]pyrrolidin-1-yl}-1,2,4-triazin-6-yl)-5-(1H-pyrazol-4-yl)phenol CC(C)NC1CN(CC1)C=1N=NC(=CN1)C1=C(C=C(C=C1)C=1C=NNC1)O